2-(2,6-difluorophenyl)-2H-1,2,3-triazol-4-amine FC1=C(C(=CC=C1)F)N1N=CC(=N1)N